[Ca].[Na] Sodium Calcium Salt